O=C1NC(CCC1C1=NN(C2=CC(=CC=C12)N1CCC(CC1)C(=O)OC(C)(C)C)C)=O tert-butyl 1-[3-(2,6-dioxo-3-piperidyl)-1-methyl-indazol-6-yl]piperidine-4-carboxylate